C(C)(C)(C)OC(=O)N1CCC(CC1)N1N=C(C=2C1=NC=NC2N)I 4-(4-amino-3-iodo-1H-pyrazolo[3,4-d]pyrimidin-1-yl)piperidine-1-carboxylic acid tert-butyl ester